Cl.ClC=1C=CC(=C(CNC2CCC(CC2)N)C1)OCC (1r,4r)-N1-(5-chloro-2-ethoxybenzyl)cyclohexane-1,4-diamine hydrochloride